C1(CCCCC1)C/C=C/C=1C=C(C=CC1OC)NS(=O)(=O)C (E)-N-(3-(3-cyclohexylprop-1-en-1-yl)-4-methoxyphenyl)methanesulfonamide